COC=1C=C2C=CC(=NC2=CC1)C=1O[C@H]([C@H](N1)C1=CC=CC=C1)C1=CC=CC=C1 (4R,5S)-2-(6-methoxyquinolin-2-yl)-4,5-diphenyl-4,5-dihydrooxazole